COC([C@H](N)CC1=CC=C(C=C1)O)=O D-tyrosine-methylester